C(C)(=O)C=1C=C(C=C2C(N(C(=NC12)N1CC2CC2C1)C)=O)C 8-acetyl-2-(3-azabicyclo[3.1.0]hexan-3-yl)-3,6-dimethyl-quinazolin-4-one